C(C)(=O)OCOP(=O)(OC1=C(C(=CC(=C1)CCCCC)O)C1=CC(=CC=C1)C)CC1=CC=CC=C1 ((benzyl ((6-hydroxy-3'-methyl-4-pentyl-[1,1'-biphenyl]-2-yl)oxy)phosphoryl)oxy)methyl acetate